N-(3,3-difluoro-3-(pyridin-2-ylsulfonyl)propyl)acetamide FC(CCNC(C)=O)(S(=O)(=O)C1=NC=CC=C1)F